methyl 2-azido-3-[4-(benzyloxy)-2-chlorophenyl]prop-2-enoate N(=[N+]=[N-])C(C(=O)OC)=CC1=C(C=C(C=C1)OCC1=CC=CC=C1)Cl